(6R)-3-(5-(difluoromethoxy)-2-fluorophenyl)-1-isopropyl-N-(1-isopropyl-2-oxopyrrolidin-3-yl)-4,5,6,7-tetrahydro-1H-indazole-6-carboxamide FC(OC=1C=CC(=C(C1)C1=NN(C=2C[C@@H](CCC12)C(=O)NC1C(N(CC1)C(C)C)=O)C(C)C)F)F